N[C@@H](CO)C1=CC=C(C=C1)S(=O)(=O)CC1CC1 (R)-2-amino-2-(4-((cyclopropylmethyl)sulfonyl)phenyl)ethanol